((4-bromo-2-methyl-phenyl)methyl)-2-methyl-3-oxo-piperazine-1-carboxylic acid tert-butyl ester C(C)(C)(C)OC(=O)N1C(C(NCC1)=O)(C)CC1=C(C=C(C=C1)Br)C